N-[4-(phenylsulfonyloxy)phenyl]-N'-[4-(m-toluenesulfonyloxy)phenyl]urea C1(=CC=CC=C1)S(=O)(=O)OC1=CC=C(C=C1)NC(=O)NC1=CC=C(C=C1)OS(=O)(=O)C=1C=C(C)C=CC1